CN(C)CC1=NC2=C(C=CC=C2C=C1)NS(=O)(=O)C1=CC=C(C=C1)C=O N-(2-((Dimethylamino)methyl)quinolin-8-yl)-4-formylbenzenesulfonamide